C1(=CC=CC=C1)S(=O)(=O)N1C=C(C=2C1=NC(=CC2)C=2C(=NOC2C)C)C2=NC(=NC=C2C(F)(F)F)N[C@@H]2[C@H](CCC2)N2CC(C2)OC 4-[1-(benzenesulfonyl)-6-(3,5-dimethylisoxazol-4-yl)pyrrolo[2,3-b]pyridin-3-yl]-N-[(1S,2S)-2-(3-methoxyazetidin-1-yl)cyclopentyl]-5-(trifluoromethyl)pyrimidin-2-amine